CC1=C(C=CC=C1NC=1N=CC=C2C=C(C=NC12)CN1C[C@@H](CC1)O)C1=C(C(=CC=C1)NC=1N=CC=C2C=C(C=NC12)CN1C[C@@H](CC1)O)C (3R,3'R)-1,1'-((((2,2'-Dimethyl-[1,1'-biphenyl]-3,3'-diyl)bis(azandiyl))bis(1,7-naphthyridin-8,3-diyl))bis(methylen))bis(pyrrolidin-3-ol)